N-(2,3-Dihydro-[1,4]dioxino[2,3-b]pyridin-6-yl)-5,6-dihydrobenzo[f]imidazo[1,5-d][1,4]oxazepine-10-carboxamide O1CCOC2=NC(=CC=C21)NC(=O)C=2C=CC1=C(C=3N(CCO1)C=NC3)C2